(2S)-2-(4,4-difluoro-3-(1-(2-(methylsulfonyl)ethyl)-6-oxo-1,6-dihydropyridin-3-yl)piperidin-1-yl)-N-(5-fluoropyridin-2-yl)propionamide FC1(C(CN(CC1)[C@H](C(=O)NC1=NC=C(C=C1)F)C)C1=CN(C(C=C1)=O)CCS(=O)(=O)C)F